FC(C(=O)O)(F)F.FC(C(=O)O)(F)F.BrC1=C2C(=CN=C1)NC(=C2)CNC([C@H](C)NC(=O)[C@@H]2NC[C@H](C2)C2=CC=CC=C2)=O (2R,4R)-N-((S)-1-(((4-bromo-1H-pyrrolo[2,3-c]pyridin-2-yl)methyl)amino)-1-oxopropan-2-yl)-4-phenylpyrrolidine-2-carboxamide di-trifluoroacetate